N4-(3-chloro-4-fluorophenyl)-2-methylbenzene-1,4-diamine ClC=1C=C(C=CC1F)NC1=CC(=C(C=C1)N)C